3-chloro-5-(3-cyclopropylphenoxy)pyridazine-4-carboxylic acid methyl ester COC(=O)C1=C(N=NC=C1OC1=CC(=CC=C1)C1CC1)Cl